C(C(=C)C)(=O)SCCNC(CCNC([C@@H](C(COP(OP(OC[C@@H]1[C@H]([C@H]([C@@H](O1)N1C=NC=2C(N)=NC=NC12)O)OP(=O)(O)O)(=O)O)(=O)O)(C)C)O)=O)=O methacrylyl-coenzyme a